NC1=CC=C(C2=C1OCO2)N2CC(CC2)CO (1-(7-aminobenzo[d][1,3]dioxolan-4-yl)pyrrolidin-3-yl)methanol